ClC=1C=C(C=CC1F)C=1C=C2C(=NC1)C=NN2 6-(3-Chloro-4-fluoro-phenyl)pyrazolo[4,3-b]pyridin